N-[(1R)-1-[3-amino-5-(trifluoromethyl)phenyl]ethyl]-6-oxo-pyridine-3-carboxamide NC=1C=C(C=C(C1)C(F)(F)F)[C@@H](C)NC(=O)C1=CNC(C=C1)=O